N[C@H](C(=O)NN(C(CF)=O)CCC(=O)N)CC1CCCCC1 (S)-3-(2-(2-amino-3-cyclohexylpropionyl)-1-(2-fluoroacetyl)hydrazino)propanamide